ClC1=CC=C(C=C1)[C@@]1(N(C(C2=CC(=CC(=C12)F)C(C)(C)O)=O)[C@@H](C)C1=CC=C(C=N1)C#N)OCC1(CC1)CO 6-[(1S)-1-[(1R)-1-(4-chlorophenyl)-7-fluoro-1-{[1-(hydroxymethyl)cyclopropyl]methoxy}-5-(2-hydroxypropan-2-yl)-3-oxo-2,3-dihydro-1H-isoindol-2-yl]ethyl]pyridine-3-carbonitrile